C(N)(=O)C=1C=C(C=CC1F)NC(=O)[C@@H]1O[C@]([C@@H]([C@@H]1C1=C(C(=C(C=C1)F)F)OC)C)(C(F)(F)F)C (2R,3R,4R,5R)-N-(3-carbamoyl-4-fluoro-phenyl)-3-(3,4-difluoro-2-methoxy-phenyl)-4,5-dimethyl-5-(trifluoromethyl)tetrahydrofuran-2-carboxamide